dibromoethyl α-allyloxymethylacrylate C(C=C)OCC(C(=O)OCC(Br)Br)=C